2-[6-amino-5-[1-(4-piperidyl)triazol-4-yl]pyridazin-3-yl]phenol NC1=C(C=C(N=N1)C1=C(C=CC=C1)O)C=1N=NN(C1)C1CCNCC1